ClC1=C(C=C(C=C1)C1=CC(=CC=2CNSOC21)F)F 8-(4-chloro-3-fluorophenyl)-6-fluoro-3,4-dihydrobenzo[e][1,2,3]oxathiazine